N[C@@H](COC(C(F)(F)F)(C)C)C1=NC2=C(N1)C=CC(=C2)[C@H](N2C(NCC(C2([2H])[2H])(F)F)=O)C2CC2 1-((R)-(2-((R)-1-amino-2-((1,1,1-trifluoro-2-methylpropan-2-yl)oxy)ethyl)-1H-benzo[d]imidazol-5-yl)(cyclopropyl)methyl)-5,5-difluorotetrahydropyrimidin-2(1H)-one-6,6-d2